N1(CCCC1)C1C2CN(CC12)C=1N=CC(=NC1)C(=O)OC methyl 5-(6-pyrrolidin-1-yl-3-azabicyclo[3.1.0]hexan-3-yl)pyrazine-2-carboxylate